4-[2-(2,4-difluorophenoxy)-5-(1,1-dioxido-1,2-thiazolidin-2-yl)phenyl]-6-methyl-1,6-dihydro-7H-pyrrolo[2,3-c]pyridin-7-one FC1=C(OC2=C(C=C(C=C2)N2S(CCC2)(=O)=O)C=2C3=C(C(N(C2)C)=O)NC=C3)C=CC(=C1)F